CS(=CC([C@H](CC1=CNC2=CC=CC=C12)NC(OC(C)(C)C)=O)=O)(=O)C tert-butyl (S)-(4-(dimethyl(oxo)-λ6-sulfanylidene)-1-(1H-indol-3-yl)-3-oxobutan-2-yl)carbamate